Cl.OCCN(C(CO)(CO)CO)CCO bis(2-hydroxyethyl)amino(trimethylol)methane-hydrochloride